ClC1=CC(=C2C(=N1)N(C=N2)[C@H]2[C@@H]([C@@H]([C@@H]1C[C@H]21)O)O)NC2CCC2 (1R,2R,3S,4R,5S)-4-(5-chloro-7-(cyclobutylamino)-3H-imidazo[4,5-b]pyridin-3-yl)bicyclo[3.1.0]hexane-2,3-diol